C(C)(C)OC1CCC(CC1)=O 4-isopropoxycyclohexanone